CC1CNC=2C=CC(CC12)=O 3-methyl-5-oxo-1,2,3,5-tetrahydroindol